5-[2-(4-fluorophenyl)pyrrolidin-1-yl]sulfonylquinolin-8-ol FC1=CC=C(C=C1)C1N(CCC1)S(=O)(=O)C1=C2C=CC=NC2=C(C=C1)O